dicyclohexyl-(3-tert-butylphenyl)phosphonium tetrafluoroborate F[B-](F)(F)F.C1(CCCCC1)[PH+](C1=CC(=CC=C1)C(C)(C)C)C1CCCCC1